(E)-3-(4-((E)-4-fluoro-1-(4-fluoro-1H-indazol-5-yl)-2-phenylbut-1-en-1-yl)phenyl)acrylic acid FCC\C(=C(/C=1C(=C2C=NNC2=CC1)F)\C1=CC=C(C=C1)/C=C/C(=O)O)\C1=CC=CC=C1